ClC=1C=2N(C=CN1)C(=CN2)C2=CC(=C(C=C2)OC)Cl 8-chloro-3-(3-chloro-4-methoxy-phenyl)imidazo[1,2-a]pyrazine